2-{[6-Ethyl-2-(3-(3-(3-hydroxyazetidin-1-yl)-3-oxopropyl)pyrrolidin-1-yl)imidazo[2,1-b][1,3,4]Thiadiazol-5-yl](methyl)amino}-4-(4-fluorophenyl)thiazole-5-carbonitrile C(C)C=1N=C2SC(=NN2C1N(C=1SC(=C(N1)C1=CC=C(C=C1)F)C#N)C)N1CC(CC1)CCC(=O)N1CC(C1)O